Heptadecan-9-yl 1H-imidazole-1-carboxylate N1(C=NC=C1)C(=O)OC(CCCCCCCC)CCCCCCCC